The molecule is a 1-acyl-sn-glycero-3-phospho-1D-myo-inositol in which the 1-acyl group is specified as linoleoyl. It derives from a linoleic acid. It is a conjugate acid of a 1-linoleoyl-sn-glycero-3-phospho-D-myo-inositol(1-). CCCCC/C=C\\C/C=C\\CCCCCCCC(=O)OC[C@H](COP(=O)(O)OC1[C@@H]([C@H](C([C@H]([C@H]1O)O)O)O)O)O